CC1=CC=C(CN2CCNCC2)C=C1 1-(4-methylbenzyl)piperazine